OC1=C(C(=CC(=C1)C)C)C1=CN=C(N=N1)N[C@H]1CN(CCC1)CC(=O)O (R)-2-(3-((6-(2-Hydroxy-4,6-dimethylphenyl)-1,2,4-triazin-3-yl)amino)piperidine-1-yl)acetic acid